(E)-N-(4-((3-chloro-4-fluorophenyl)amino)-5-phenylquinazolin-6-yl)-4-(dimethylamino)but-2-enamide ClC=1C=C(C=CC1F)NC1=NC=NC2=CC=C(C(=C12)C1=CC=CC=C1)NC(\C=C\CN(C)C)=O